CC1(OB(OC1(C)C)C1=CC=CC2=C1N=CS2)C 4-(4,4,5,5-tetramethyl-1,3,2-dioxaborolan-2-yl)benzo[d]thiazole